2-(3-(8-Amino-6-(1,4-dimethyl-1H-pyrazol-5-yl)imidazo[1,2-a]pyrazin-3-yl)-4-methylphenyl)-1,1-difluoropropan-2-ol NC=1C=2N(C=C(N1)C1=C(C=NN1C)C)C(=CN2)C=2C=C(C=CC2C)C(C(F)F)(C)O